bis(4-hydroxy-3,5-di-tert-butyl-phenyl)ethanoic acid isopropyl ester C(C)(C)OC(C(C1=CC(=C(C(=C1)C(C)(C)C)O)C(C)(C)C)C1=CC(=C(C(=C1)C(C)(C)C)O)C(C)(C)C)=O